1-(2-methoxyethyl)azetidin-3-ylcarbamic acid tert-butyl ester C(C)(C)(C)OC(NC1CN(C1)CCOC)=O